C(C)(C)(C)[Si](C)(C)OC(CC=C)C1=C(C=CC=C1)Cl tert-butyl-[1-(2-chlorophenyl)but-3-enoxy]-dimethyl-silane